(-)-nicotine hydrogen tartrate CN1CCCC1C2=CN=CC=C2.C(C(C(=O)O)O)(C(=O)O)O